CN(C)CC1(CC1)COC=1N=C(C2=C(N1)CN(C2)C(=O)C2=CC(=CC1=CC=CC(=C21)I)O)N2CC(CCC2)CC (2-((1-((dimethylamino)methyl)cyclopropyl)methoxy)-4-(3-ethylpiperidin-1-yl)-5,7-dihydro-6H-pyrrolo[3,4-d]pyrimidin-6-yl)(3-hydroxy-8-iodonaphthalen-1-yl)methanone